ClC1=CC=C(C=C1)C1=C(C=CC=C1)C1=C(C2=CC=CC=C2C=C1)C=1C=CC2=C(OC3=C2C=CC=C3)C1 1-chloro-4-[{1-(dibenzofuran-3-yl)naphthalene-2-yl}phenyl]benzene